BrC=1C=C2C(=NC1)N=C(O2)C 6-bromo-2-methyl-oxazolo[4,5-b]pyridine